3-hydroxy-2-(trifluoromethyl)propionic acid OCC(C(=O)O)C(F)(F)F